acryl-maleic acid C(=O)(C=C)/C(/C(=O)O)=C/C(=O)O